C(C)C(COCCOP(=O)(OCCOCC(CCCC)CC)CCC(=O)O)CCCC 3-{bis-[2-(2-ethylhexyloxy)ethoxy]phosphoryl}propionic acid